CC1=C(C=CC=C1)NC(C1=CC=C(C=C1)OC(C(=O)NC1=NC=C(C=C1)Cl)C)=O N-(2-methylphenyl)-4-((1-((5-chloropyridin-2-yl)amino)-1-oxopropan-2-yl)oxy)benzamide